2-(4-isothiocyanatobenzyl)-6-methyldiethylenetriaminepentaacetic acid CC(CN(CC(CC1=CC=C(C=C1)N=C=S)N(C(=O)C)C(=O)C)C(=O)C)N(C(=O)C)C(=O)C